S(=O)(OCC(CCCC)CC)OCCCCCCCCC 2-ethylhexyl nonyl sulfite